COC1(C(N)C=CC(=C1C)C)C 2-methoxy-2,3,4-trimethylaniline